N-(1-(7-acetylquinolin-5-yl)cyclopropyl)-2-methyl-5-((1-methylazetidin-2-yl)methoxy)benzamide C(C)(=O)C1=CC(=C2C=CC=NC2=C1)C1(CC1)NC(C1=C(C=CC(=C1)OCC1N(CC1)C)C)=O